C1(CC1)OC=1C=CC(NC1)=O 5-Cyclopropoxy-pyridin-2(1H)-one